racemic-(6-bromo-1,2,3,4-tetrahydronaphthalen-2-yl)carbamic acid benzyl ester C(C1=CC=CC=C1)OC(N[C@H]1CC2=CC=C(C=C2CC1)Br)=O |r|